BrC=1C=C(\C=C\2/OC3=C(C2=O)C=CC(=C3)O)C=CC1 (Z)-2-(3-bromobenzylidene)-6-hydroxybenzofuran-3(2H)-one